2-(3-acetyl-5-bromo-1H-pyrrolo[2,3-c]pyridin-1-yl)acetic acid C(C)(=O)C1=CN(C2=CN=C(C=C21)Br)CC(=O)O